NC=1C=CC(=NC1)NC(=O)C1CN(C1)C1=C(C=C2C(C(=CN(C2=N1)C=1SC=CN1)C(=O)O)=O)F 7-{3-[(5-aminopyridin-2-yl)carbamoyl]azetidin-1-yl}-6-fluoro-4-oxo-1-(1,3-thiazol-2-yl)-1,4-dihydro-1,8-naphthyridine-3-carboxylic acid